tert-Butyl 2-[(5-methoxy-2-pyridyl)oxymethyl]-6,8-dihydro-5H-imidazo[1,2-a]pyrazine-7-carboxylate COC=1C=CC(=NC1)OCC=1N=C2N(CCN(C2)C(=O)OC(C)(C)C)C1